CN(CCNC(=O)C1=C(C=CC(=C1F)C=1C(=NC=CC1)OCC)N1[C@@H](CN(CC1)C(=O)OC(C)(C)C)CC)C tert-butyl (3R)-4-(2-{[2-(dimethylamino)ethyl]carbamoyl}-4-(2-ethoxypyridin-3-yl)-3-fluorophenyl)-3-ethylpiperazine-1-carboxylate